N-hexadecyl-N,N-dimethyl-N-benzyl-ammonium C(CCCCCCCCCCCCCCC)[N+](CC1=CC=CC=C1)(C)C